N-(5-(4-(Dimethylamino)piperidin-1-yl)pyridin-2-yl)-5-fluoro-4-(6-fluoro-1-methyl-1,2,3,4-tetrahydrobenzo[4,5]imidazo[1,2-a]pyridin-8-yl)pyrimidin-2-amin CN(C1CCN(CC1)C=1C=CC(=NC1)NC1=NC=C(C(=N1)C1=CC2=C(N=C3N2C(CCC3)C)C(=C1)F)F)C